O=C1N(C[C@H](N1)C#CC)C(=O)OC(C)(C)C |r| tert-butyl (RS)-2-oxo-4-(prop-1-yn-1-yl)imidazolidine-1-carboxylate